Cl.OC1=C(C=NC=C1)NC=1SC[C@H](N1)C(=O)O (R)-2-((4-Hydroxypyridin-3-yl)amino)-4,5-dihydrothiazole-4-carboxylic acid hydrochloride